BrC1=CC=2N(C(=C1NC(=O)C1=CC(=NN1C1=NC=CC=C1Cl)Br)C(=O)NC(C)(C)C)N=CC2 5-Bromo-6-(3-bromo-1-(3-chloropyridin-2-yl)-1H-pyrazol-5-carboxamido)-N-(tert-butyl)pyrazolo[1,5-a]pyridin-7-carboxamid